O=C1NC(CCC1N1C(C2=CC(=C(C=C2C1)OCC(=O)OC(C)(C)C)F)=O)=O tert-butyl 2-((2-(2,6-dioxopiperidin-3-yl)-6-fluoro-1-oxoisoindolin-5-yl)oxy)acetate